C(C1=CC=CC=C1)(=O)NC(C(=O)O)(C(CC(=O)O)C1=CC2=CC=CC=C2C=C1)C1=CC=C(C=C1)OC 2-benzamido-2-(4-methoxyphenyl)-3-(2-naphthyl)-glutaric acid